bis(trifluoromethyl-sulfimide) lithium salt [Li].FC(F)(F)S=N.FC(F)(F)S=N